C(C)(C)(C)[C@@]1(N([C@H](CN(C1)C1=NC(=C(C=C1)[N+](=O)[O-])NC1=CC=NC=C1)C)C(=O)OC(C(N)C(CCCCCCC\C=C/CCCCCCCC)=O)([2H])[2H])C oleoylethanolamine-d2 tert-butyl-(2S,6S)-2,6-dimethyl-4-{5-nitro-6-[(pyridin-4-yl)amino]pyridin-2-yl}piperazine-1-carboxylate